2-bromo-1-(6-methylpyridin-2-yl)ethanone BrCC(=O)C1=NC(=CC=C1)C